S1C=CC=2CN(CCC21)C(CNC(=O)NC=2C=NC1=CC=CC=C1C2)C 1-[2-(6,7-dihydrothieno[3,2-c]pyridin-5(4H)-yl)propyl]-3-quinolin-3-ylurea